BrC=1N=NN(C1Br)C 4,5-dibromo-1-methyl-1,2,3-triazole